DibutylAmine C(CCC)NCCCC